1,1-Di-tert-butyl-2-phenyl-3-trimethylsilyl-siliren C(C)(C)(C)[Si]1(C(=C1[Si](C)(C)C)C1=CC=CC=C1)C(C)(C)C